C(C)(C)(C)C(CCC(=O)O[O-])(C)C(C)(C)C 4,4-di-tert-butylperoxyvalerate